methyl 3-methoxybenzoate COC=1C=C(C(=O)OC)C=CC1